FC1=C(CI)C=CC=C1 o-fluorobenzyl iodide